CSCCN(C(\C=C\C1=CC=C(C=C1)C)=O)C1=NNC=C1 (E)-N-(2-methylsulfanylethyl)-3-(p-tolyl)-N-(1H-pyrazol-3-yl)prop-2-enamide